3,5-dimethyl-4-ethyl-2-pyrroleformaldehyde CC1=C(NC(=C1CC)C)C=O